ethyl 2-(2,6-dibromophenyl)cyclopropane-1-carboxylate BrC1=C(C(=CC=C1)Br)C1C(C1)C(=O)OCC